C1(=CC=CC=C1)S(=O)(=O)[O-].[Sn+4].C1(=CC=CC=C1)S(=O)(=O)[O-].C1(=CC=CC=C1)S(=O)(=O)[O-].C1(=CC=CC=C1)S(=O)(=O)[O-] tin benzenesulfonate